3-hydroxy-3-phenyl-2-(quinoxaline-2-carbonyl)propionitrile OC(C(C#N)C(=O)C1=NC2=CC=CC=C2N=C1)C1=CC=CC=C1